6-chloro-N-[5-(cyanomethoxy)-4,6-dimethoxy-pyrimidin-2-yl]-7-fluoro-1H-indole-3-sulfonamide ClC1=CC=C2C(=CNC2=C1F)S(=O)(=O)NC1=NC(=C(C(=N1)OC)OCC#N)OC